(3'R,4'S,5'R)-N-((1r,4R)-4-carbamoylcyclohexyl)-6''-chloro-4'-(3-chloro-2-fluorophenyl)-2''-oxodispiro[cyclohexane-1,2'-pyrrolidine-3',3''-indoline]-5'-carboxamide C(N)(=O)C1CCC(CC1)NC(=O)[C@H]1[C@@H]([C@]2(C(NC3=CC(=CC=C23)Cl)=O)C2(N1)CCCCC2)C2=C(C(=CC=C2)Cl)F